B(O)(O)CCCC[C@]1(NC[C@@H]2N(CC[C@@H]21)C(=O)OC(C)OC(=O)C2CCCCC2)C(=O)O (3aS,4R,6aR)-4-(4-boronobutyl)-1-((1-(cyclohexanecarbonyloxy)ethoxy)carbonyl)octahydropyrrolo[3,4-b]pyrrole-4-carboxylic acid